N-(3-(3-cyano-3-fluoropyrrolidin-1-yl)-1-(4-(1,1-difluoroethyl)pyrimidin-2-yl)-1H-pyrazolo[4,3-C]pyridin-6-yl)acetamide C(#N)C1(CN(CC1)C1=NN(C2=C1C=NC(=C2)NC(C)=O)C2=NC=CC(=N2)C(C)(F)F)F